BUTYL 10-UNDECENOATE C(CCCCCCCCC=C)(=O)OCCCC